1,1'-Bis-(di-tert.-butylphosphino)ferrocen palladium dichlorid [Pd](Cl)Cl.C(C)(C)(C)P([C-]1C=CC=C1)C(C)(C)C.[C-]1(C=CC=C1)P(C(C)(C)C)C(C)(C)C.[Fe+2]